ClC=1C=C(C=CC1F)NC(N(CC1=NNC(=C1)C)C=1C=NC(=CC1)OC)=O 3-(3-chloro-4-fluorophenyl)-1-(6-methoxypyridin-3-yl)-1-((5-methyl-1H-pyrazol-3-yl)methyl)urea